molybdenum phosphorus [P].[Mo]